C(C)(C)(C)OOC(C)=O.N1N=NN=C1/C=C/CN1C(N(C=2N=C(NC(C12)=O)N)[C@@H]1O[C@@H]([C@H]([C@H]1O)F)CO)=O 7-((E)-3-(1H-Tetrazol-5-yl)allyl)-2-amino-9-((2R,3S,4S,5R)-4-fluoro-3-hydroxy-5-(hydroxymethyl)tetrahydrofuran-2-yl)-7,9-dihydro-1H-purine-6,8-dione tert-butylperacetate